4-methoxy-3-(methoxymethyl)phenol COC1=C(C=C(C=C1)O)COC